C1(=CC=CC=C1)C(C(C(=O)OCCCC)NS(=O)(=O)C1=CC=C(C=C1)C)Br n-butyl 3-phenyl-2-(4-methylphenylsulfonylamino)-3-bromopropionate